FC(CC[SiH2]C(OC)OC)(F)F trifluoropropyl-dimethoxymethylsilane